6-[(4S)-4-amino-2-oxa-8-azaspiro[4.5]decan-8-yl]-3-(4-chloro-2-methyl-2H-indazol-5-yl)-5-methyl-1H,4H,5H-pyrazolo[3,4-d]pyrimidin-4-one N[C@@H]1COCC12CCN(CC2)C=2N(C(C1=C(N2)NN=C1C1=C(C2=CN(N=C2C=C1)C)Cl)=O)C